CC=1C=C(C=C(C1)C)NC1=NC2=NC=CC=C2C=C1C#N 2-((3,5-dimethylphenyl)amino)-1,8-naphthyridine-3-carbonitrile